FC=1C(=NC=NC1)N1CCSCC1 5-fluoro-4-thiomorpholinopyrimidin